CC1=C(C=CC=C1C)C1=C(C=C2C(=N1)C=NN2C(C2=CC=CC=C2)(C2=CC=CC=C2)C2=CC=CC=C2)OC([2H])([2H])[2H] 5-(2,3-dimethylphenyl)-6-(methoxy-d3)-1-trityl-1H-pyrazolo[4,3-b]pyridine